5-[(6-methylpyridazin-3-yl)amino]-2-nitro-4-(oxetan-3-ylidenemethyl)phenyl carbamate C(N)(OC1=C(C=C(C(=C1)NC=1N=NC(=CC1)C)C=C1COC1)[N+](=O)[O-])=O